2-Oxa-6-azaspiro[3.4]octane-6-carboxylic acid tert-butyl ester C(C)(C)(C)OC(=O)N1CC2(COC2)CC1